ClC1=C(C(=CC=2NC(=NC21)C(CO)C2=CC=C(C=C2)S(=O)(=O)CC)Cl)C2=C(C=CC=C2)OC(C)C 2-(4,6-dichloro-5-(2-isopropoxyphenyl)-1H-benzo[d]imidazol-2-yl)-2-(4-(ethylsulfonyl)phenyl)ethanol